B(O)(O)C1=CC=C(C[C@H](N)C(=O)O)C=C1 L-p-boronophenylalanine